4-{5-amino-1-[4-(trifluoromethoxy)phenyl]-1H-pyrazol-3-yl}benzoat NC1=CC(=NN1C1=CC=C(C=C1)OC(F)(F)F)C1=CC=C(C(=O)[O-])C=C1